5-Methyl-2-(3-methylcyclohex-2-en-1-yl)-3-propan-2-yloxyphenol CC=1C=C(C(=C(C1)O)C1C=C(CCC1)C)OC(C)C